NC1=CC=C(C=C1)C=1OC2=C(N1)C=C(C=C2)N 2-(4-aminophenyl)benzoOxazol-5-amine